C(C)(C)(C)P(C1=CC=C(N(C)C)C=C1)C(C)(C)C 4-di(tert-butyl)phosphanyl-N,N-dimethyl-aniline